C1(=CC=CC=C1)C1=NN(C=C1)C=1N=C(C2=C(N1)C=C(C=N2)C2CCOCC2)N2CCOCC2 4-[2-(3-phenylpyrazol-1-yl)-7-tetrahydropyran-4-yl-pyrido[3,2-d]pyrimidin-4-yl]morpholine